FC(C)(F)C1=NC(=CC(=N1)N1CC2(C=3C=NC(=CC31)NC(C)=O)CC2)C(=C)OCC N-(1'-(2-(1,1-difluoroethyl)-6-(1-ethoxyvinyl)pyrimidin-4-yl)-1',2'-dihydrospiro[cyclopropane-1,3'-pyrrolo[3,2-c]pyridin]-6'-yl)acetamide